COC1=C(C(=CC(=C1)CCCCC)OC)[C@H]1[C@@H](CC[C@@]2(O[C@H]12)C)C(=C)C (1S,4R,5R,6R)-5-(2,6-dimethoxy-4-pentylphenyl)-1-methyl-4-(prop-1-en-2-yl)-7-oxabicyclo[4.1.0]heptane